COC1=C(C(=CC=C1)OC)C1=CC(=NN1C1=C(C=C(C=C1)CCCCN(CCCNC)C)C(C)C)C(=O)NC1(C2CC3CC(CC1C3)C2)C(=O)OC(C)(C)C tert-butyl 2-(5-(2,6-dimethoxyphenyl)-1-(2-isopropyl-4-(4-(methyl(3-(methylamino)propyl)amino)butyl)phenyl)-1H-pyrazole-3-carboxamido)adamantane-2-carboxylate